(S)-1-(5-((2-amino-3-chloropyridin-4-yl)thio)pyrazin-2-yl)-4'H,6'H-spiro[piperidine-4,5'-pyrrolo[1,2-b]pyrazol]-4'-amine NC1=NC=CC(=C1Cl)SC=1N=CC(=NC1)N1CCC2([C@@H](C=3N(N=CC3)C2)N)CC1